stearone acetate C(C)(=O)O.CCCCCCCCCCCCCCCCCC(=O)CCCCCCCCCCCCCCCCC